C(C)N1CCC2(C[C@@H]2C(=O)N[C@@H](CCCCCC(CC)=O)C=2NC(=CN2)C=2C(NC(=CC2)C2=CC=CC=C2)=O)CC1 (S)-6-Ethyl-N-((S)-7-oxo-1-(5-(2-oxo-6-phenyl-1,2-dihydropyridin-3-yl)-1H-imidazol-2-yl)nonyl)-6-azaspiro[2.5]octan-1-carboxamid